C(C)OC=1C(=CC2=CN(N=C2C1)C)N=C(C1=CC=CC=C1)C1=CC=CC=C1 N-(6-ethoxy-2-methyl-2H-indazol-5-yl)-1,1-diphenylmethanimine